secondary hexyl isohexanoate C(CCC(C)C)(=O)OC(C)CCCC